BrC=1C(=C(OC2CCC(CC2)CC[C@@H](CO)C)C=CC1)C (S)-4-((1r,4s)-4-(3-bromo-2-methylphenoxy)cyclohexyl)-2-methylbutan-1-ol